N1(CCCCC1)S(=O)(=O)C=1C=C(C=CC1)NC(C1=C(N=CC=C1)N1CCC2(CCC2)CC1)=O N-(3-(piperidin-1-ylsulfonyl)phenyl)-2-(7-azaspiro[3.5]nonan-7-yl)nicotinamide